ClC1=CC(=NC=C1)CSCCOC 4-chloro-2-(((2-methoxyethyl)thio)methyl)pyridine